benzyl 2-(bis(tert-butoxycarbonyl) amino)-6-fluoro-4-hydroxyhexanoate C(C)(C)(C)OC(=O)N(C(C(=O)OCC1=CC=CC=C1)CC(CCF)O)C(=O)OC(C)(C)C